C(C)(C)NC(=O)N Isopropylurea